ClC1=CC(=NC=2N1N=CC2C2CC2)C2=NC(=NC=C2)SC 7-chloro-3-cyclopropyl-5-(2-methylsulfanylpyrimidin-4-yl)pyrazolo[1,5-a]pyrimidine